O=C1NC(CCC1N1C(C2=CC=C(C=C2C1=O)N1CCN(CC1)CCOCCCCCCCCOC1=CC=C(C=C1)C(C)(C)C1=CC=C(OCC2=NC(=NC=C2)NS(=O)(=O)C)C=C1)=O)=O N-(4-((4-(2-(4-((8-(2-(4-(2-(2,6-dioxopiperidin-3-yl)-1,3-dioxoisoindoline-5-yl)piperazin-1-yl)ethoxy)octyl)oxy)phenyl)propan-2-yl)phenoxy)methyl)pyrimidine-2-yl)methanesulfonamide